6-(5-(((1r,2r,3s,5s)-2-fluoro-8-azabicyclo[3.2.1]oct-3-yl)oxy)pyrazin-2-yl)isoquinolin-7-ol F[C@@H]1[C@H]2CC[C@@H](C[C@@H]1OC=1N=CC(=NC1)C=1C=C3C=CN=CC3=CC1O)N2